2-(6-{5-chloro-2-[(oxacyclohex-4-yl)amino]pyrimidin-4-yl}-1-oxo-2,3-dihydro-1H-isoindol-2-yl)-N-[(5-chloro-2-methoxyphenyl)methyl]acetamide ClC=1C(=NC(=NC1)NC1CCOCC1)C1=CC=C2CN(C(C2=C1)=O)CC(=O)NCC1=C(C=CC(=C1)Cl)OC